C(=O)(OC(C)(C)C)N1CCC(CC1)N1N=CC(=C1)B1OC(C)(C)C(C)(C)O1 1-(N-BOC-piperidin-4-yl)pyrazole-4-boronic acid pinacol ester